OC1=C(C(=C(C(=C1CC=CC(=O)N)O)CC=CC(=O)N)O)CC=CC(=O)N ((2,4,6-trihydroxybenzene-1,3,5-triyl)tris(methylene))triacrylamide